8-methylene-1,8-dihydrodibenzo[e,h]azulen-1-yl-N-(1,1-dimethylethyl)dimethylsilanamide titanium (II) [Ti+2].C=C1C2=C(C=3C(C=CC3C3=C1C=CC=C3)C[Si](=O)N(C(C)(C)C)C)C=CC=C2